1,2-dimethyl-4-(6-methylpyridin-2-yl)-5-(quinoxalin-6-yl)-1H-pyrazol CN1N(CC(=C1C=1C=C2N=CC=NC2=CC1)C1=NC(=CC=C1)C)C